BrC1=CC=2N(C=C1[N+](=O)[O-])C=C(N2)CCC(=O)OCC ethyl 3-(7-bromo-6-nitro-imidazo[1,2-a]pyridin-2-yl)propanoate